IC=1C=CC(=NC1)CN(C)C 1-(5-iodo-2-pyridinyl)-N,N-dimethylmethylamine